S1CCN(CC1)C1=NC=C(C=N1)C1=CC(=CC2=C1OC(O2)C2CCN(CC2)CC(F)(F)F)C(=O)N 7-(2-thiomorpholinopyrimidine-5-yl)-2-(1-(2,2,2-trifluoroethyl)piperidin-4-yl)benzo[d][1,3]dioxol-5-carboxamide